dihydrobenzofurandione O1C(C(C2C1=CC=CC2)=O)=O